N-(3-(2-(3-(trifluoromethoxy)cyclobutoxy)acetamido)bicyclo[1.1.1]Pentane-1-yl)acetamide FC(OC1CC(C1)OCC(=O)NC12CC(C1)(C2)NC(C)=O)(F)F